2-Ethyl 5-[(5R)-2-oxa-7-azaspiro[4.4]nonan-7-yl]pyrazolo[1,5-a]pyrimidine-3-carboxylate C1OCC[C@]12CN(CC2)C2=NC=1N(C=C2)N=CC1C(=O)OCC